C(C)(C)(C)C1=NN(C(=C1)NC(NC1=C(C=C(OC2=CC(=NC=C2)NC(CN(C(OC(C)(C)C)=O)C)=O)C=C1)SC)=O)C1=CC=CC=C1 Tert-butyl (2-((4-(4-(3-(3-(tert-butyl)-1-phenyl-1H-pyrazol-5-yl)ureido)-3-(methylthio)phenoxy)pyridin-2-yl)amino)-2-oxoethyl)(methyl)carbamate